tert-butyl (2S)-4-fluoro-2-({[4-(1H-pyrrolo[3,2-b]pyridin-2-yl)pyridin-3-yl]oxy}methyl)-2,3-dihydro-1H-pyrrole-1-carboxylate FC=1C[C@H](N(C1)C(=O)OC(C)(C)C)COC=1C=NC=CC1C1=CC2=NC=CC=C2N1